CN(C1=CC=CC=C1)[Si](C=C)(C=C)N(C)C1=CC=CC=C1 bis(N-methylphenylamino)divinylsilane